Benzyl (1-((3-(dimethoxymethyl)piperidin-1-yl)sulfonyl)piperidin-4-yl)carbamate Benzyl-(1-(chlorosulfonyl)piperidin-4-yl)carbamate C(C1=CC=CC=C1)N(C(O)=O)C1CCN(CC1)S(=O)(=O)Cl.COC(C1CN(CCC1)S(=O)(=O)N1CCC(CC1)NC(OCC1=CC=CC=C1)=O)OC